C(C)(C)(C)OC(=O)NC(C(=O)OC)C1COCC1 methyl 2-(tert-butoxycarbonylamino)-2-tetrahydrofuran-3-yl-acetate